O1C=C(C=C1)C=1N=C(C2=C(N1)SC(=C2)C)NCCCC2=CC=C(C=C2)C2=C(C=CC=C2)C 2-(furan-3-yl)-6-methyl-N-(3-(2'-methyl-[1,1'-biphenyl]-4-yl)propyl)thieno[2,3-d]pyrimidin-4-amine